4-Methoxysalicylpotassium COC=1C=C(C(C[K])=CC1)O